perfluorotrichlorosilane tert-butyl-(1R,5S,6R)-6-[[4,5-dichloro-2-(prop-2-en-1-yloxy)phenyl][(2-methylpropane-2-sulfinyl)imino]methyl]-3-azabicyclo[3.1.0]hexane-3-carboxylate C(C)(C)(C)OC(=O)N1C[C@H]2C([C@H]2C1)C(=NS(=O)C(C)(C)C)C1=C(C=C(C(=C1)Cl)Cl)OCC=C.F[Si](Cl)(Cl)Cl